2-methyl-6-bromo-4-iodoisoquinolin-1(2H)-one CN1C(C2=CC=C(C=C2C(=C1)I)Br)=O